BrC1=C(C=CC=C1)[C@@H]1CN(CCN1)C=1C2=C(N=C(N1)N)NC=C2 |r| (R/S)-4-(3-(2-bromophenyl)piperazin-1-yl)-7H-pyrrolo[2,3-d]pyrimidin-2-amine